OCC([C@@H](C[C@@H]1C(NCC1)=O)NC(=O)[C@@H]1N(C[C@@H]2[C@H]1CCC2)C(=O)[C@@]2(NC(CC2)=O)C2=CC=CC=C2)=O (1R,3aS,6aR)-N-((R)-4-hydroxy-3-oxo-1-((R)-2-oxopyrrolidin-3-yl)butan-2-yl)-2-((S)-5-oxo-2-phenylpyrrolidine-2-carbonyl)octahydrocyclopenta[c]pyrrole-1-carboxamide